(5-chloro-3-cyclopropylpyrazolo[1,5-a]pyrimidin-7-yl)((7-(trifluoromethyl)imidazo[1,2-a]pyridin-2-yl)methyl)carbamic acid tert-butyl ester C(C)(C)(C)OC(N(CC=1N=C2N(C=CC(=C2)C(F)(F)F)C1)C1=CC(=NC=2N1N=CC2C2CC2)Cl)=O